C(CCC)[C@]1(N[C@@H](COC1=O)C1=CC=CC=C1)C (3r,5r)-3-butyl-3-methyl-5-phenylmorpholin-2-one